bromo-3-chloro-2-methoxy-5-methylpyridine BrC1=C(C(=NC=C1C)OC)Cl